3-(but-3-enyl)-8-fluoroquinazolin-4(3H)-one C(CC=C)N1C=NC2=C(C=CC=C2C1=O)F